fluorodiazine C1=CC(=NN=C1)F